C(C(=C)C)(=O)OCCN.C=C.C=C.C=C triethylene aminoethyl methacrylate